methyl 5-bromo-3-hydroxy-2-methyl-benzoate BrC=1C=C(C(=C(C(=O)OC)C1)C)O